NC1=C(C2=C(S1)C=CC(=C2C=2C1=C(C=3C=NC(=NC3C2F)N2CC3(CC3)[C@@H](C2)N(C)C)COC1)F)C#N 2-Amino-4-(3-((S)-7-(dimethylamino)-5-azaspiro[2.4]heptan-5-yl)-5-fluoro-7,9-dihydrofuro[3,4-f]quinazolin-6-yl)-5-fluorobenzo[b]thiophene-3-carbonitrile